dilithium platinum (IV) cyanide [Pt](C#N)(C#N)(C#N)C#N.[Li].[Li]